C(C1=CC=CC=C1)OC1=NC(=CC=C1C1=CC(=C(C=C1)C1CCNCC1)F)OCC1=CC=CC=C1 2,6-bis(benzyloxy)-3-(3-fluoro-4-(piperidin-4-yl)phenyl)pyridine